[Sm].[Pb].C(CCCCCCCCCCCC)N1C(CCC1)=O N-tridecyl-pyrrolidone lead-samarium